CN(C(C)=O)[C@@H]1CN(CC1)C(=O)C=1C=NC(=CC1)NCC1=C2C=NNC2=CC(=C1)C N-Methyl-N-[(3S)-1-(6-{[(6-methyl-1H-indazol-4-yl)methyl]amino}pyridine-3-carbonyl)pyrrolidin-3-yl]acetamide